3-(3-(4-methoxyphenyl)acryloyl)-4-phenyloxazolidin-2-one COC1=CC=C(C=C1)C=CC(=O)N1C(OCC1C1=CC=CC=C1)=O